8-amino-4,4-dimethyl-N-{4-[(1-methylpiperidin-4-yl)carbamoyl]phenyl}-4,5-dihydro-1H-pyrazolo[4,3-H]quinazoline-3-carboxamide NC1=NC=2C3=C(C(CC2C=N1)(C)C)C(=NN3)C(=O)NC3=CC=C(C=C3)C(NC3CCN(CC3)C)=O